Diphenyl-(vinyl)sulfonium triflate [O-]S(=O)(=O)C(F)(F)F.C1(=CC=CC=C1)[S+](C=C)C1=CC=CC=C1